Sulfonyl-ammonium S(=O)(=O)=[NH2+]